C(C)(C)(C)OC(=O)N1C(CNCC1)C1=CC=C(C=C1)C1=CC2=C(N=C(S2)N)C=C1 [4-(2-amino-1,3-benzothiazol-6-yl)phenyl]piperazine-1-carboxylic acid tert-butyl ester